C(C)S(=O)(=O)O Ethansulfonic acid